[Si](C)(C)(C(C)(C)C)OCCN1C(C=2N(C=3C(=C(C=C(C3C2C=2C=NN(C2)C2OCCCC2)N(C(OC(C)(C)C)=O)CC#N)Cl)Cl)CC1)=O tert-Butyl N-[2-[2-[tert-butyl(dimethyl)silyl]oxyethyl]-6,7-dichloro-1-oxo-10-(1-tetrahydropyran-2-ylpyrazol-4-yl)-3,4-dihydropyrazino[1,2-a]indol-9-yl]-N-(cyanomethyl)carbamate